[5-Acetamido-3,4-diacetyloxy-6-[2-[2-[2-(2-aminoethoxy)ethoxy]ethoxy]ethoxy]oxan-2-yl]methyl acetate C(C)(=O)OCC1OC(C(C(C1OC(C)=O)OC(C)=O)NC(C)=O)OCCOCCOCCOCCN